5-(aminomethyl)-N-(1-(4-methoxy-3-(1-methyl-1H-pyrazol-4-yl)-5-(thiophen-2-yl)phenyl)ethyl)-2-methylbenzamide NCC=1C=CC(=C(C(=O)NC(C)C2=CC(=C(C(=C2)C=2SC=CC2)OC)C=2C=NN(C2)C)C1)C